(3S,5R)-3-amino-5-hydroxy-piperidine-1-carboxylic acid tert-butyl ester C(C)(C)(C)OC(=O)N1C[C@H](C[C@H](C1)O)N